1-(5-(2-Fluorophenyl)-4-methoxy-1-(pyridin-2-ylsulfonyl)-1H-pyrrol-3-yl)-N-methylmethanamine FC1=C(C=CC=C1)C1=C(C(=CN1S(=O)(=O)C1=NC=CC=C1)CNC)OC